CN1CCN(CC1)C1=CC=C(C=C1)NC1=CC(=CC=C1)C1=NC2=C(N1)C=C(C=C2)C(F)(F)F N-[4-(4-methylpiperazin-1-yl)phenyl]-3-[6-(trifluoromethyl)-1H-benzo[d]imidazol-2-yl]aniline